COC=1C=C(C=CC1)C1=CNC2=CC=C(C=C12)C(=O)N[C@@H]1C(N(C2=C(OC1)C=CC=C2)C)=O (S)-3-(3-methoxyphenyl)-N-(5-methyl-4-oxo-2,3,4,5-tetrahydrobenzo[b][1,4]oxazepin-3-yl)-1H-indole-5-carboxamide